di(octyl) nonanedioate C(CCCCCCCC(=O)OCCCCCCCC)(=O)OCCCCCCCC